C[C@@H]1[C@H]([C@@H](C[C@@H](O1)O[C@@]23[C@@H](CC4=CC5=CC(=CC(=C5C(=C4C2=O)O)O)O)[C@@H](C(=O)C(=C3O)C(=O)C)OC)O[C@H]6C[C@H]([C@H]([C@H](O6)C)O)O[C@H]7C[C@]([C@@H]([C@H](O7)C)O)(C)O)O The molecule is a tetracenomycin that is an intermediate in the biosynthesis of the antitumour drug mithramycin by Streptomyces argillaceus. It has a role as a bacterial metabolite. It is a trisaccharide derivative, an enone, a tetracenomycin, a polyphenol, an enol, an ether, a cyclic ketone and an aromatic ketone.